(1S,2S)-2-(3-chlorophenyl)-N-(4-(((6-cyclopropyl-8-(2-oxopyrrolidin-1-yl)imidazo[1,2-a]pyridin-2-yl)methyl)amino)pyridin-2-yl)cyclopropane-1-carboxamide ClC=1C=C(C=CC1)[C@@H]1[C@H](C1)C(=O)NC1=NC=CC(=C1)NCC=1N=C2N(C=C(C=C2N2C(CCC2)=O)C2CC2)C1